C(C1=CC=CC=C1)C(C(=O)C1=CC=C(C=C1)N1CCOCC1)(CC)N(C)C 2-benzyl-2-dimethylamino-1-(4-morpholino-phenyl)-butan-1-one